3-((1R,2R,3S,4R,E)-5-(cyclopropylmethylene)-3-(((1-methylcyclobutyl)methyl)aminocarbonyl)bicyclo[2.2.1]hept-2-yl)-6'-fluoro-4-methoxy-[1,1'-biphenyl]-3,3'-dicarboxamide C1(CC1)\C=C/1\[C@H]2[C@@H]([C@@H]([C@@H](C1)C2)C2(CC(=CC=C2OC)C2=CC(=CC=C2F)C(=O)N)C(=O)N)C(=O)NCC2(CCC2)C